(R)-2-((1-(3-fluoro-7-methyl-4-oxo-2-(piperidin-1-yl)-4H-pyrido[1,2-a]pyrimidin-9-yl)ethyl)amino)benzoic acid FC1=C(N=C2N(C1=O)C=C(C=C2[C@@H](C)NC2=C(C(=O)O)C=CC=C2)C)N2CCCCC2